ClC1=CC=C(S1)NC(=O)N1[C@H](C[C@H](C1)OC)C(=O)O (2R,4R)-1-(5-chlorothien-2-ylcarbamoyl)-4-methoxypyrrolidine-2-carboxylic acid